CC([C@@H](C(=O)O)N1C(C2=CC=CC=C2C1)=O)C (2S)-3-methyl-2-(1-oxo-2,3-dihydro-1H-isoindol-2-yl)butanoic acid